N-(2,5-dibromophenyl)-2-ethylhexanamide BrC1=C(C=C(C=C1)Br)NC(C(CCCC)CC)=O